ClC1=C(C=C(C=C1)F)[C@H]([C@H](C)C=1N(C(C(=C(N1)C(=O)NC=1C=NOC1)O)=O)C)C=1C(=NN(C1)CCOC)C 2-((1R,2S)-1-(2-chloro-5-fluorophenyl)-1-(1-(2-methoxyethyl)-3-methyl-1H-pyrazol-4-yl)propan-2-yl)-5-hydroxy-N-(isoxazol-4-yl)-1-methyl-6-oxo-1,6-dihydropyrimidine-4-carboxamide